(Z)-6-(2-(3-(2,5-dioxo-2,5-dihydro-1H-pyrrol-1-yl)propanoyl)hydrazono)-N-(2,5,8,11,14,17,20,23,26,29,32,35-dodecaoxaheptatriacontan-37-yl)-6-phenylhexanamide O=C1N(C(C=C1)=O)CCC(=O)N\N=C(\CCCCC(=O)NCCOCCOCCOCCOCCOCCOCCOCCOCCOCCOCCOCCOC)/C1=CC=CC=C1